3-fluoro-N-(4-fluoro-3-(3-(piperazin-1-yl)quinoxaline-6-carbonyl)phenyl)benzamide FC=1C=C(C(=O)NC2=CC(=C(C=C2)F)C(=O)C=2C=C3N=C(C=NC3=CC2)N2CCNCC2)C=CC1